ClC=1C=C2C(=NC(=NC2=C(C1C1=CC(=CC2=CC=CC=C12)O)F)O[C@@H](C=O)C)N1CC2CCC(C1)N2C(=O)OC(C)(C)C tert-butyl 3-(6-chloro-8-fluoro-7-(3-hydroxynaphthalen-1-yl)-2-(((R)-1-oxopropan-2-yl)oxy)quinazolin-4-yl)-3,8-diazabicyclo[3.2.1]octane-8-carboxylate